N(C1=CC=CC=C1)C1=C(N(C(=C1)C)CCO[Si](C)(C)C(C)(C)C)C#N anilino-1-[2-[tert-butyl-(dimethyl)silyl]oxyethyl]-5-methyl-pyrrole-2-carbonitrile